FC(C(=O)O)(F)F.NCC1=CC(=NC=C1)S(=O)(=O)CC1CN(CC(C1)C(F)(F)F)S(=O)(=O)N1CCS(CC1)(=O)=O 4-((3-(((4-(Aminomethyl)pyridin-2-yl)sulfonyl)methyl)-5-(trifluoromethyl)piperidin-1-yl)sulfonyl)thiomorpholine 1,1-dioxide 2,2,2-trifluoroacetate